dibromo-1,2-tetrachloroethane C(C(Cl)(Cl)Br)(Cl)(Cl)Br